N-[(2E)-3-(4-chlorobenzenesulfonyl)-3-fluoroprop-2-en-1-yl]-2-oxo-1,2,5,6,7,8-hexahydroquinoline-3-carboxamide ClC1=CC=C(C=C1)S(=O)(=O)/C(=C/CNC(=O)C=1C(NC=2CCCCC2C1)=O)/F